OC=1C(=NC=C(C1C)C1=CC(=CC=C1)OC1=CC=CC=C1)C(=O)NCC(=O)O (3-hydroxy-4-methyl-5-(3-phenoxyphenyl)picolinoyl)glycine